CN1C(C(=NC2=CC=CC=C12)C1=CC=C(C=C1)C(C)(C)C)=O 1-methyl-3-(4-tert-butylphenyl)quinoxalin-2(1H)-one